Methyl 2-(methyl((1S,3S)-3-(4-(5,6,7,8-tetrahydro-1,8-naphthyridin-2-yl)butoxy)cyclopentyl)amino)-2-((R)-1-methylisochroman-8-yl)acetate CN(C(C(=O)OC)C=1C=CC=C2CCO[C@@H](C12)C)[C@@H]1C[C@H](CC1)OCCCCC1=NC=2NCCCC2C=C1